COC(=O)C=1C(=CC=CC1CBr)C1=CC=CC=C1 bromomethylbiphenyl-2-carboxylic acid methyl ester